tert-butyl 1,2-oxazole-5-carboxylate O1N=CC=C1C(=O)OC(C)(C)C